ClC=1N(N=C2C(N(N=CC21)C2[C@H]1COC[C@@H]21)=O)CC2=C(C=CC=C2F)F 3-chloro-2-[(2,6-difluorophenyl)methyl]-6-[(1R,5S)-3-oxabicyclo[3.1.0]hexan-6-yl]pyrazolo[3,4-d]pyridazin-7-one